N=1C=C(N2C1C=CC=C2)C2=C1C(NC(C1=CC=C2)=O)C 4-(imidazo[1,2-a]pyridin-3-yl)-3-methylisoindolin-1-one